glyceryl monoerucate C(CCCCCCCCCCC\C=C/CCCCCCCC)(=O)OCC(O)CO